9-(N-((1-methylpiperidin-4-yl)methyl)octylsulfonamido)heptadecane-1,17-diyl bis(3-butylnonanoate) C(CCC)C(CC(=O)OCCCCCCCCC(CCCCCCCCOC(CC(CCCCCC)CCCC)=O)N(S(=O)(=O)CCCCCCCC)CC1CCN(CC1)C)CCCCCC